5-(4,4-difluorocyclohexyl)-1H-pyrazol-3-amine FC1(CCC(CC1)C1=CC(=NN1)N)F